5-((9-(2-(5-((4-([1,1'-biphenyl]-3-yl)-5-chloropyrimidin-2-yl)amino)pyridin-3-yl)-1-oxo-2,8-diazaspiro[4.5]decan-8-yl)-9-oxononyl)oxy)-2-(2,6-dioxopiperidin-3-yl)isoindoline-1,3-dione C1(=CC(=CC=C1)C1=NC(=NC=C1Cl)NC=1C=C(C=NC1)N1C(C2(CC1)CCN(CC2)C(CCCCCCCCOC=2C=C1C(N(C(C1=CC2)=O)C2C(NC(CC2)=O)=O)=O)=O)=O)C2=CC=CC=C2